4-(6-Amino-5-(2-hydroxypropan-2-yl)-1-methyl-1H-benzo[d]imidazol-2-yl)-2-methylbutane NC=1C(=CC2=C(N(C(=N2)CCC(C)C)C)C1)C(C)(C)O